tert-Butyl (3S,6S)-4-benzyl-6-hydroxy-3-isopentyl-1,4-diazepane-1-carboxylate C(C1=CC=CC=C1)N1[C@H](CN(C[C@H](C1)O)C(=O)OC(C)(C)C)CCC(C)C